Cl.FC(C[C@H]1CNCC1)F (3S)-3-(2,2-difluoroethyl)pyrrolidin hydrochloride